BrC=1C(=C(C=CC1F)C[C@H](C(=O)OC(C)(C)C)[C@@H]1CN(CC1)C(=O)OC(C)(C)C)F tert-butyl (R)-3-((S)-3-(3-bromo-2,4-difluorophenyl)-1-(tert-butoxy)-1-oxopropan-2-yl)pyrrolidine-1-carboxylate